2-Methoxy-5-(((9-oxo-2,3,4,9,11,11a-hexahydro-1H-pyrazino[1',2':3,4]imidazo[1,2-c]pyrimidin-7-yl)oxy)methyl)benzonitrile COC1=C(C#N)C=C(C=C1)COC=1C=C2N(C(N1)=O)CC1N2CCNC1